P(=O)(OCC1=CC=CC=C1)(OCC1=CC=CC=C1)O[C@H](CO[Si](C)(C)C(C)(C)C)C (S)-Dibenzyl (1-((tert-butyldimethylsilyl)oxy)propan-2-yl) phosphate